C(C)N[C@@H](CCCCCC(=O)C=1OC=CN1)C=1NC(=CN1)C=1C=C2C=CC(N(C2=CC1OC)C)=O (S)-6-(2-(1-(ethyl-amino)-7-(oxazol-2-yl)-7-oxoheptyl)-1H-imidazol-5-yl)-7-methoxy-1-methylquinolin-2(1H)-one